(S)-2-(5'-bromo-2,3',5-trioxo-2',3'-dihydrospiro[imidazolidine-4,1'-indene]-1-yl)-N-(4-fluorobenzyl)-N-(1-methyl-4-(trifluoromethyl)piperidin-4-yl)acetamide BrC=1C=C2C(C[C@@]3(C2=CC1)NC(N(C3=O)CC(=O)N(C3(CCN(CC3)C)C(F)(F)F)CC3=CC=C(C=C3)F)=O)=O